OC(CCCC(CC=O)C)(C)C 7-hydroxy-3,7-dimethyl-octan-1-al